FC=1C=C(C=C(C1NC(=O)C1=C(CCC1)C1=NOC(N1)=O)F)C1=CC(=CC=C1)OC([2H])([2H])[2H] N-(3,5-Difluoro-3'-(methoxy-d3)-[1,1'-biphenyl]-4-yl)-2-(5-oxo-4,5-dihydro-1,2,4-oxadiazol-3-yl)cyclopent-1-ene-1-carboxamide